C(C=C)(=O)N1C[C@H](N(CC1)C1=CC=C(C=C1)C=1C=2N(C=C(C1)C=1C=NN(C1)C)N=CC2C#N)C (R)-4-(4-(4-propenoyl-2-methylpiperazin-1-yl)phenyl)-6-(1-methyl-1H-pyrazol-4-yl)pyrazolo[1,5-a]pyridine-3-carbonitrile